3-bromo-2,2-dimethylpropionic acid methyl ester COC(C(CBr)(C)C)=O